CN1C(N(C2=C1C=NC(=C2)N(C(OCC2=CN=C(N2C)[N+](=O)[O-])=O)C2=CC1=C(OCO1)C=C2C)C2CCOCC2)=O (1-Methyl-2-nitro-1H-imidazol-5-yl)methyl (3-methyl-2-oxo-1-(tetrahydro-2H-pyran-4-yl)-2,3-dihydro-1H-imidazo[4,5-c]pyridin-6-yl)(6-methylbenzo[d][1,3]dioxol-5-yl)carbamate